ethyl 3-(3,4-dichlorophenyl)-1,2,4-oxadiazole-5-carboxylate ClC=1C=C(C=CC1Cl)C1=NOC(=N1)C(=O)OCC